C1(CC1)C=1N=C(C(=NC1C=1C2=C(C=NC1)N(C=N2)C)C(=O)OC)NC2=CC=C(C=C2)OC2CCN(CC2)C Methyl 5-cyclopropyl-6-(3-methylimidazo[4,5-c]pyridin-7-yl)-3-[4-[(1-methyl-4-piperidyl)oxy]anilino]pyrazine-2-carboxylate